COC1=CC(=C(C=C1NC1=NC=NC(=C1)N1OCC[C@@H]1C1=CC(=CC=C1)OC1=CC=CC=C1)NC(C=C)=O)N1CCC(CC1)N1CCOCC1 (R)-N-(4-meth-oxy-2-(4-morpholino-piperidin-1-yl)-5-((6-(3-(3-phenoxyphenyl)-isoxazolidin-2-yl)-pyrimidin-4-yl)-amino)phenyl)-acrylamide